2-chloro-4,6-dimethyl-nicotinonitrile ClC1=C(C#N)C(=CC(=N1)C)C